O=C1N(CCC(N1)=O)C1=CC(=C(CN2CCN(CC2)C2CCN(CC2)C2=CC=C(C(=O)NC3=CC(=C(C=C3)C)NC3=NC=CC(=N3)C=3C=NC=CC3)C=C2)C=C1)F 4-(4-(4-(4-(2,4-dioxotetrahydropyrimidin-1(2H)-yl)-2-fluorobenzyl)piperazin-1-yl)piperidin-1-yl)-N-(4-methyl-3-((4-(pyridin-3-yl)pyrimidin-2-yl)amino)phenyl)benzamide